rac-7-bromo-N-methyl-2-((1S*,2S*)-2-(4-methyl-pyrimidin-2-yl)cyclopropyl)quinolin-4-amine BrC1=CC=C2C(=CC(=NC2=C1)[C@@H]1[C@H](C1)C1=NC=CC(=N1)C)NC |r|